5'-fluoro-6'-(2-fluorocyclopropyl)-2'-(4-methoxybenzyl)-2',3'-dihydro-1'H-spiro[cyclopropane-1,4'-isoquinoline] FC1=C2C3(CN(CC2=CC=C1C1C(C1)F)CC1=CC=C(C=C1)OC)CC3